C(C)S(=O)(=O)NC1=CC=C(C=C1)C1=C(C(=NN1C)NC1=NC=CN=C1)C(=O)OCC ethyl 5-(4-ethanesulfonamidophenyl)-1-methyl-3-[(pyrazin-2-yl)amino]-1H-pyrazole-4-carboxylate